methyl 4-((1-(tert-butoxycarbonyl) piperidin-4-yl) methylamino)-6-chloropyridazine-3-carboxylate C(C)(C)(C)OC(=O)N1CCC(CC1)CNC1=C(N=NC(=C1)Cl)C(=O)OC